N1N=CC(=C1)C1=NC=CC(=C1)C(=O)OC methyl 2-(1H-pyrazol-4-yl)pyridine-4-carboxylate